[Na].[Na].O1OCC1 dioxetane disodium salt